FC(CNC=1N=CC2=C(N(C(C=3C=C(C=CC23)N2CCN(CC2)C)=O)[C@@H]2CC[C@H](CC2)O)N1)(CC)F trans-3-((2,2-Difluorobutyl)amino)-5-(4-hydroxycyclohexyl)-8-(4-methylpiperazin-1-yl)pyrimido[4,5-c]isoquinolin-6(5H)-one